FC1=C(C(=O)NC2=NN(C=C2)CC2=C(C=CC=C2)OC2=CC=CC=C2)C(=CC=C1)F 2,6-Difluoro-N-(1-{[2-(phenyloxy)phenyl]methyl}-1H-pyrazol-3-yl)benzamide